C1C(CC2=CC=CC=C12)NC1=NC=C(C=N1)C1=NN=C(O1)C(C(=O)N1CC2=C(CC1)NN=N2)(C)F 2-(5-(2-((2,3-dihydro-1H-inden-2-yl)amino)pyrimidin-5-yl)-1,3,4-oxadiazol-2-yl)-2-fluoro-1-(1,4,6,7-tetrahydro-5H-[1,2,3]triazolo[4,5-c]pyridin-5-yl)propan-1-one